P(=O)(O[C@@]1(OC([C@@H]([C@H](C1)OC(C)=O)NC(CNC(C(F)(F)F)=O)=O)[C@@H]([C@@H](COC(C)=O)OC(C)=O)OC(C)=O)C(=O)O)(O)[O-] [(2R,4S,5R)-4-acetoxy-2-carboxy-6-[(1S,2R)-1,2,3-triacetoxypropyl]-5-[[2-[(2,2,2-trifluoroacetyl)amino]acetyl]amino]tetrahydropyran-2-yl] hydrogen phosphate